(S)-N-(1-cyano-2-(2-fluoro-4-(3-methyl-2-oxo-2,3-dihydrobenzo[d]oxazol-5-yl)phenyl)ethyl)azetidine-3-carboxamide 2,2,2-trifluoroacetate FC(C(=O)O)(F)F.C(#N)[C@H](CC1=C(C=C(C=C1)C=1C=CC2=C(N(C(O2)=O)C)C1)F)NC(=O)C1CNC1